4-chloropyridine-2-carboxylic acid potassium salt [K+].ClC1=CC(=NC=C1)C(=O)[O-]